ClC=1C=C(C=C(C1)C1=NOC(=N1)C(F)(F)F)C1=C([NH+]=C2N(C1=O)C=CC=C2C)O 3-(3-chloro-5-(5-trifluoromethyl-1,2,4-oxadiazol-3-yl)phenyl)-2-hydroxy-9-methyl-4-oxo-4H-pyrido[1,2-a]pyrimidinium